methylenedioxy-2-hydroxymethyl-2'-methoxycarbonyl-biphenyl C1OC=2C(=C(C=CC2O1)C1=C(C=CC=C1)C(=O)OC)CO